C(=O)=C1N=NC2=CC=CC(=C12)Cl 3-carbonyl-chloro-indazole